OCC(C)(C)NC1=NC(=C(C(=O)NC2=CC(=C(C=C2)C)C2=NC=CC=C2)C=C1)N1CCC2(CC2)CC1 6-((1-hydroxy-2-methylpropan-2-yl)amino)-N-(4-methyl-3-(pyridin-2-yl)phenyl)-2-(6-azaspiro[2.5]oct-6-yl)nicotinamide